ClC1=CC2=C(N=C(S2)N)C=C1 6-chlorobenzo[d]thiazol-2-amine